4-(4-aminopiperidin-1-yl)-3-(5,7-difluoro-1H-1,3-benzodiazol-2-yl)-5-(3,5-dimethylphenyl)pyridin-2-amine NC1CCN(CC1)C1=C(C(=NC=C1C1=CC(=CC(=C1)C)C)N)C1=NC2=C(N1)C(=CC(=C2)F)F